phenylacetonitrile C1(=CC=CC=C1)CC#N